(2S,4R)-1-((S)-2-amino-3,3-dimethylbutyryl)-4-hydroxy-N-[4-(4-methylthiazol-5-yl)benzyl]pyrrolidine-2-carboxamide N[C@H](C(=O)N1[C@@H](C[C@H](C1)O)C(=O)NCC1=CC=C(C=C1)C1=C(N=CS1)C)C(C)(C)C